ClC=1C=C(C(=NC1)OC)S(=O)(=O)NC1=C(C(=C(C=C1)F)C1=CC2=C(N=C(N=C2)N[C@@H]2CC[C@H](CC2)N(C)C)N(C1=O)C)F trans-5-chloro-N-(3-(2-((4-(dimethylamino)cyclohexyl)amino)-8-methyl-7-oxo-7,8-dihydropyrido[2,3-d]pyrimidin-6-yl)-2,4-difluorophenyl)-2-methoxypyridine-3-sulfonamide